FC=1C=C(C=C(C1)F)C(N(NC([C@H](C)N1C(OC2=C(C1=O)N=CC=C2OC)=O)=O)C)C2=CC(=CC(=C2)F)F (S)-N'-(bis(3,5-difluorophenyl)methyl)-2-(8-methoxy-2,4-dioxo-2H-pyrido[2,3-e][1,3]oxazin-3(4H)-yl)-N'-methylpropanehydrazide